O1CC=NC(=C1)C=O [1,4]Oxazine-5-carbaldehyde